1-(4-((5-(3,5-Dimethylisoxazol-4-yl)-2-methylphenyl)(2-(((3R)-1-(2-(2,6-dioxopiperidin-3-yl)-1,3-dioxoisoindolin-5-yl)pyrrolidin-3-yl)oxy)propyl)amino)phenyl)cyclopropanecarbonitrile CC1=NOC(=C1C=1C=CC(=C(C1)N(C1=CC=C(C=C1)C1(CC1)C#N)CC(C)O[C@H]1CN(CC1)C=1C=C2C(N(C(C2=CC1)=O)C1C(NC(CC1)=O)=O)=O)C)C